C(C)OC(=O)C1CCC(CC1)C=1N(C=C(N1)C(F)(F)F)C (1R,4R)-4-(1-methyl-4-(trifluoromethyl)-1H-imidazol-2-yl)cyclohexane-1-carboxylic acid ethyl ester